tert-butyl (3R,4R)-4-[5-(2,7-dimethylindazol-5-yl)pyrazolo[4,3-d][1,3]thiazol-2-yl]-3-fluoropiperidine-1-carboxylate CN1N=C2C(=CC(=CC2=C1)C=1SC=2C(N1)=CN(N2)[C@H]2[C@@H](CN(CC2)C(=O)OC(C)(C)C)F)C